C(C)(C)(C)OC(=O)C1C2C3C4CC(C(C3C(C1)C2)C4)OC(=O)C4C2C1C3C=CC(C1C(C4)C2)C3 8-(9-tert-butoxycarbonyl-tetracyclo[6.2.1.13,6.02,7]-dodecane-4-yloxycarbonyl)-tetracyclo[4.4.0.12,5.17,10]-3-dodecene